ClC1=C(C=C(C=C1)Cl)C1OC(=C(C1=O)OS(=O)(=O)CC1=CC=CC=C1)N 2-(2,5-dichlorophenyl)-4-[[phenylmethylsulfonyl]oxy]-5-amino-3(2H)-furanone